(S)-quinuclidin-3-yl (3,3-dimethyl-7-(quinolin-5-yl)chroman-4-yl)carbamate CC1(COC2=CC(=CC=C2C1NC(O[C@@H]1CN2CCC1CC2)=O)C2=C1C=CC=NC1=CC=C2)C